ethyl-2-methyl-1H-imidazol C(C)N1C(=NC=C1)C